(1-(4-aminophenyl)piperidin-4-yl)(methyl)carbamic acid tert-butyl ester C(C)(C)(C)OC(N(C)C1CCN(CC1)C1=CC=C(C=C1)N)=O